BrC=1C=C2C=C(NC2=CC1OCC=1N=CSC1)CNC(=O)C1(CC1)C N-((5-bromo-6-(thiazol-4-ylmethoxy)-1H-indol-2-yl)methyl)-1-methylcyclopropane-1-carboxamide